O=C[C@H](O)C[C@H](O)[C@H](O)C 3,6-dideoxy-D-ribo-hexose